(-)-1-(3-(aminomethyl)phenyl)-N-(5-(((cyclopropylmethyl)amino)(phenyl)methyl)-2-fluorophenyl)-3-(trifluoromethyl)-1H-pyrazole-5-carboxamide NCC=1C=C(C=CC1)N1N=C(C=C1C(=O)NC1=C(C=CC(=C1)C(C1=CC=CC=C1)NCC1CC1)F)C(F)(F)F